ethyl 2-(4-(2-(benzyloxycarbonylamino)ethyl)-2-oxopyridin-1(2H)-yl)-4-methylpentanoate C(C1=CC=CC=C1)OC(=O)NCCC1=CC(N(C=C1)C(C(=O)OCC)CC(C)C)=O